2-(benzyl-(methyl)amino)-3-(4-(3,4-dichlorophenyl)-5-isobutylthiazol-2-ylamino)propionic acid C(C1=CC=CC=C1)N(C(C(=O)O)CNC=1SC(=C(N1)C1=CC(=C(C=C1)Cl)Cl)CC(C)C)C